C(C)OC(=C)C1=NC=C(N=C1)C(F)(F)F 2-(1-ethoxyvinyl)-5-(trifluoromethyl)pyrazine